methyl 6-(1,4-dimethyl-1H-1,2,3-triazol-5-yl)-1-methyl-4-((3-methylpyridin-2-yl) (tetrahydro-2H-pyran-4-yl) methyl)-1,4-dihydropyrazolo[3',4':4,5]pyrrolo[3,2-b]pyridine-3-carboxylate CN1N=NC(=C1C=1C=C2C(=NC1)C1=C(N2C(C2CCOCC2)C2=NC=CC=C2C)C(=NN1C)C(=O)OC)C